ethylene decanedicarboxylate C1(CCCCCCCCC)C(=O)OCCOC1=O